C(#N)C1=C(C=C(C=C1)NC(C(=O)C1=C(C=C(C=C1F)OC1=NC=NC2=CC(=C(C=C12)OC)OC)F)=O)C(F)(F)F (4-cyano-3-(trifluoromethyl)phenyl)-2-(4-((6,7-dimethoxyquinazolin-4-yl)oxy)-2,6-difluorophenyl)-2-oxoacetamide